3-((1S,4S)-2-oxa-5-azabicyclo[2.2.1]heptan-5-yl)benzene-1,2-diamine [C@@H]12OC[C@@H](N(C1)C1=C(C(=CC=C1)N)N)C2